ClC1=C2C(=C(NC2=CC=C1F)C(=O)N1CCN(CC1)C(=O)[C@H]1N(CCOC1)C)F (S)-(4-chloro-3,5-difluoro-1H-indol-2-yl)(4-(4-methylmorpholine-3-carbonyl)piperazin-1-yl)methanone